C(C=CC1=CC=CC=C1)(=O)OCCC(CCC1=CC=CC=C1)C 3-methyl-5-phenylpentyl cinnamate